N1(CCC(CCC1)C(=O)OC)C(=O)OCC1=CC=CC=C1 1-benzyl 4-methyl azepane-1,4-dicarboxylate